[Si](C)(C)(C(C)(C)C)OCCN1CCC2=C(CC1)C=CC(=N2)NC=2C=CC(=C1CNC(C21)=O)C=2C=NN1C2C=CC(=C1)C 7-((7-(2-((tert-butyldimethylsilyl)oxy)ethyl)-6,7,8,9-tetrahydro-5H-pyrido[2,3-d]azepin-2-yl)amino)-4-(6-methylpyrazolo[1,5-a]pyridin-3-yl)isoindolin-1-one